COC=1C=C(C=CC1OCCCC1=CC=CC=C1)C1NC2=CC=CC=C2C(N1)=O 2-[3-methoxy-4-phenylpropyloxy-phenyl]-2,3-dihydroquinazolin-4(1H)-one